methyl 2-(3-bromo-2-methylphenyl)-7-cyanobenzo[d]thiazole-5-carboxylate BrC=1C(=C(C=CC1)C=1SC2=C(N1)C=C(C=C2C#N)C(=O)OC)C